(4-(2-chloro-4-fluorophenyl)-2-oxo-2H-chromen-7-yl)methyl piperidine-1-carboxylate N1(CCCCC1)C(=O)OCC1=CC=C2C(=CC(OC2=C1)=O)C1=C(C=C(C=C1)F)Cl